6-chloro-3-iodo-5-methylpyrazolo[3,4-b]pyrazine ClC1=C(N=C2C(=N1)NN=C2I)C